S-Sulfocysteinylglycin S(=O)(=O)(O)SC[C@H](N)C(=O)NCC(=O)O